OC(C(=O)N1CC=2N=C(N=C(C2C1)N1CCOCC1)N/N=C/C1=CC(=CC=C1)C)(C)C 2-Hydroxy-2-methyl-1-[2-{(2E)-2-[(3-methylphenyl)methylidene]hydrazinyl}-4-(morpholin-4-yl)-5,7-dihydro-6H-pyrrolo[3,4-d]pyrimidin-6-yl]propan-1-one